2-(1-(methylsulfanyl)prop-1-en-2-yl)malononitrile CSC=C(C)C(C#N)C#N